2-(4-Fluorophenyl)-1-(3,4,5-trimethoxyphenyl)-2,11-dihydroimidazo[1',5':1,2]pyrido[3,4-b]indol-4-ium chloride [Cl-].FC1=CC=C(C=C1)N1C=[N+]2C(C=3NC4=CC=CC=C4C3C=C2)=C1C1=CC(=C(C(=C1)OC)OC)OC